2-[2-[2-[2-[2,3-bis[8-(1-octyl nonoxy)-8-oxo-octoxy]propoxy]ethoxy]ethoxy]ethoxy]ethyl 1,3-dimethylpiperidine-3-carboxylate CN1CC(CCC1)(C(=O)OCCOCCOCCOCCOCC(COCCCCCCCC(OC(CCCCCCCC)CCCCCCCC)=O)OCCCCCCCC(=O)OC(CCCCCCCC)CCCCCCCC)C